F[P-](F)(F)(F)(F)F.[PH4+].N1CCCC1.N1CCCC1.N1CCCC1 tripyrrolidine phosphonium hexafluorophosphate